C(#N)C1=CC=C(C(=N1)CC=1C(=C(C=CC1)C[C@@H]1N(C[C@@H]([C@@H]1NS(=O)(=O)CC)F)C(=O)OCC1=CC=CC=C1)F)C Benzyl (2S,3R,4S)-2-({3-[(6-cyano-3-methylpyridin-2-yl)methyl]-2-fluorophenyl}methyl)-3-[(ethanesulfonyl)amino]-4-fluoropyrrolidine-1-carboxylate